I[Cu+] iodocopper (+1)